COC1CCC(CC1)N (1R,4R)-4-methoxycyclohexane-1-amine